FC(C=1N=COC1C(=O)N1[C@@H](C2=C(CC1)NC=N2)C=2OC1=C(N2)C(=CC=C1F)C)F (S)-(4-(difluoromethyl)oxazol-5-yl)(4-(7-fluoro-4-methylbenzo[d]oxazol-2-yl)-6,7-dihydro-1H-imidazo[4,5-c]pyridin-5(4H)-yl)methanone